COC1=C(C=CC(=C1)C[C@@H]2CO[C@H]([C@@H]2CO)C3=CC(=C(C=C3)O)OC)O The molecule is a lignan that is tetrahydrofuran substituted at positions 2, 3 and 4 by 4-hydroxy-3-methoxyphenyl, hydroxymethyl and 4-hydroxy-3-methoxybenzyl groups respectively (the 2R,3S,4S-diastereomer). It is a lignan, a member of oxolanes and a member of phenols. It is an enantiomer of a (+)-lariciresinol.